CC1=CC2=C(N=C(N=C2)NC2=CC=C(C=C2)N2CCN(CC2)C)N1C1=CC=CC(=N1)C(C)(C)O 2-(6-(6-methyl-2-((4-(4-methylpiperazin-1-yl)phenyl)amino)-7H-pyrrolo[2,3-d]pyrimidin-7-yl)pyridin-2-yl)propan-2-ol